CN(C)CC1=NC2=C(C=CC=C2C=C1)NS(=O)(=O)C=1C=NC(=CC1)OC N-(2-((Dimethylamino)methyl)quinolin-8-yl)-6-methoxypyridine-3-sulfonamide